9,9-dimethyl-2-fluoreneboronic acid CC1(C2=CC=CC=C2C=2C=CC(=CC12)B(O)O)C